3,4-dihydroquinazolin-2(1H)-one N1C(NCC2=CC=CC=C12)=O